FC(COCCO[Al](OCCOCC(C(F)(F)F)(F)F)OCCOCC(C(F)(F)F)(F)F)(C(F)(F)F)F tris(2-(2,2,3,3,3-pentafluoropropoxy)ethoxy)aluminum